OC1C2(CC3CC(CC1C3)C2)OC(C=C)=O acrylic acid-hydroxy-1-adamantyl ester